C(C)(C)(C)OC(=O)N[C@H](C(=O)N[C@@H]1C[C@@](N(CC1)C(=O)OC(C)(C)C)(C(=O)OCC1=CC=CC=C1)CCCCB1OC(C(O1)(C)C)(C)C)C(C)C 2-benzyl 1-(tert-butyl) (2R,4S)-4-((S)-2-((tert-butoxycarbonyl)amino)-3-methylbutanamido)-2-(4-(4,4,5,5-tetramethyl-1,3,2-dioxaborolan-2-yl)butyl)piperidine-1,2-dicarboxylate